CNC(=O)C1(CC(C(C(C1)OCC1=CC=CC=C1)N)N)OCC1=CC=CC=C1 N-methyl-3,4-diamino-1,5-dibenzyloxycyclohexane-1-carboxamide